ClC=1C(=NC=C2CC(C(NC12)=O)F)O[C@H]1C[C@@H]2COC3=C(C(N2C1)=O)C(=C(C(=C3)C)F)OC(C)C (2S,11aR)-2-((8-chloro-3-fluoro-2-oxo-1,2,3,4-tetrahydro-1,6-naphthyridin-7-yl)oxy)-7-fluoro-6-isopropoxy-8-methyl-2,3,11,11a-tetrahydro-1H,5H-benzo[f]pyrrolo[2,1-c][1,4]oxazepin-5-one